trimethyl(4,5-dimethoxy-2-nitrobenzyloxy)silane C[Si](OCC1=C(C=C(C(=C1)OC)OC)[N+](=O)[O-])(C)C